4-(4-methoxyphenyl)-2-(3-(trifluoromethyl)phenyl)thiazole COC1=CC=C(C=C1)C=1N=C(SC1)C1=CC(=CC=C1)C(F)(F)F